(S)-6-(4-chlorophenyl)-N-(1-(4-(1-aminoethyl)-2-fluorophenyl)ethyl)-2-(1-methyl-1H-pyrazol-4-yl)pyrimidine-4-formamide ClC1=CC=C(C=C1)C1=CC(=NC(=N1)C=1C=NN(C1)C)C(=O)N[C@@H](C)C1=C(C=C(C=C1)C(C)N)F